2-[4-{5-chloro-2-[5-(trifluoromethyl)-1,3,4-oxadiazol-2-yl]phenyl}-5-methoxy-2-oxopyridin-1(2H)-yl]butanoic acid ClC=1C=CC(=C(C1)C1=CC(N(C=C1OC)C(C(=O)O)CC)=O)C=1OC(=NN1)C(F)(F)F